(E)-1,5-diphenylpent-2-en-1-one C1(=CC=CC=C1)C(\C=C\CCC1=CC=CC=C1)=O